3-(((ethylimino)methylene)amino)-N,N-dimethylpropan-1-aminium chloride [Cl-].C(C)N=C=NCCC[NH+](C)C